4-(3-fluoro-4-pyridyl)-7-[[5-(4-methylpiperazin-1-yl)-2-pyridyl]amino]-2,3-dihydropyrrolo[3,4-c]pyridin-1-one FC=1C=NC=CC1C1=NC=C(C2=C1CNC2=O)NC2=NC=C(C=C2)N2CCN(CC2)C